C(#N)C=1C=C(C=CC1)C=1C=C(SC1)C=O 4-(3-cyanophenyl)thiophene-2-carbaldehyde